O1C2=C(N(CC1)C(=O)C=1C=NC=C(C1)C1=C(C=CC=C1)F)C=CC=C2 (2,3-dihydro-4H-benzo[b][1,4]oxazin-4-yl)(5-(2-fluorophenyl)pyridin-3-yl)methanone